1-octadecanoyl-2-(4Z,7Z,10Z,13Z,16Z,19Z-docosahexaenoyl)-sn-glycero-3-phospho-(1'-sn-glycerol) CCCCCCCCCCCCCCCCCC(=O)OC[C@H](COP(=O)(O)OC[C@H](CO)O)OC(=O)CC/C=C\C/C=C\C/C=C\C/C=C\C/C=C\C/C=C\CC